tert-butyl 6-(3-(3-cyanophenyl)ureido)-2-azaspiro[3.3]heptane-2-carboxylate C(#N)C=1C=C(C=CC1)NC(NC1CC2(CN(C2)C(=O)OC(C)(C)C)C1)=O